Cyclobutanecarboxylat C1(CCC1)C(=O)[O-]